11,11-dimethoxyeicosane COC(CCCCCCCCCC)(CCCCCCCCC)OC